9-methoxypyrido[2',3':4,5]pyrimido[1,2-a]indole-5,11-dione COC1=CC=2C(C=3N(C2C=C1)C(C1=C(N3)N=CC=C1)=O)=O